C(C)(C)(C)OC(N[C@@H]1CN(CCC1)C1=CC=C2C(N(C(=NC2=C1)C1=CC=C(C=C1)C#N)C1=CC=C(C=C1)C)=O)=O (S)-(1-(2-(4-cyanophenyl)-3-(4-methylphenyl)-4-oxo-3,4-dihydro-quinazolin-7-yl)piperidin-3-yl)carbamic acid tert-butyl ester